COC([C@H](C[C@@H](C(=O)OC)CC#N)NC(=O)OC(C)(C)C)=O (2S,4R)-2-((tert-butoxycarbonyl)amino)-4-(cyanomethyl)glutaric acid 1,5-dimethyl ester